4-(2-((5-cyclopropyl-3-(2,6-dichlorophenyl)isoxazol-4-yl)methylene)-7-azaspiro[3.5]non-7-yl)benzonitrile C1(CC1)C1=C(C(=NO1)C1=C(C=CC=C1Cl)Cl)C=C1CC2(C1)CCN(CC2)C2=CC=C(C#N)C=C2